1,17-diamino-3,6,9,12,15-pentaazaheptadecane NCCNCCNCCNCCNCCNCCN